ClC=1C=C2C(=CC(=NC2=CC1)C(F)(F)F)N[C@@H]1C[C@@H](CCC1)NC(=O)C=1C(=NN(C1)CCF)C N-[(1R,3S)-3-{[6-chloro-2-(trifluoromethyl)quinolin-4-yl]amino}cyclohexyl]-1-(2-fluoroethyl)-3-methyl-1H-pyrazole-4-carboxamide